3-oxa-6-aza-bicyclo[3.1.1]heptane tosylate S(=O)(=O)(O)C1=CC=C(C)C=C1.C12COCC(N1)C2